2-[bis(2,3-dihydro-1,4-benzodioxin-6-yl-methyl)amino]ethanehydroxamic acid O1CCOC2=C1C=CC(=C2)CN(CC(=O)NO)CC2=CC1=C(OCCO1)C=C2